5-(isopropylsulfonyl)quinoxalin-6-amine C(C)(C)S(=O)(=O)C1=C2N=CC=NC2=CC=C1N